1-isopropyl-N-((5-(2-methoxypyridin-4-yl)-2,3-dihydro-1H-inden-4-yl)carbamoyl)-2-oxo-1,2-dihydropyrimidine-5-sulfonamide C(C)(C)N1C(N=CC(=C1)S(=O)(=O)NC(NC1=C2CCCC2=CC=C1C1=CC(=NC=C1)OC)=O)=O